C(C)OC1(CCNCC1)C(=O)OCC ethyl 4-ethoxypiperidine-4-carboxylate